The molecule is a C-nitro compound consisting of methanediol having a glycidyl group attached to one oxygen and a 2,2-dinitropropyl group attached to the other. It is a C-nitro compound, an epoxide and an acetal. It contains a glycidyl group. It derives from a methanediol. CC(COCOCC1CO1)([N+](=O)[O-])[N+](=O)[O-]